CNCC(=O)NC1CCCCC1 N-cyclohexyl-2-(methylamino)acetamide